Cl.N1CC(C1)CNC1=NC=CC(=C1)Cl N-(azetidin-3-ylmethyl)-4-chloropyridin-2-amine hydrochloride